C(C)(C)(C)OC(=O)N[C@@H](C)C(=O)ON1C(CCC1=O)=O 2,5-dioxopyrrolidin-1-yl (tert-butoxycarbonyl)-L-alaninate